The molecule is a synthetic phenylalanine derivative derived formally from the mycotoxin ochratoxin A by substitution at position 4 of the phenyl ring with a 5-carboxypentyl group. It has a role as a hapten. It is a N-acyl-L-phenylalanine, a member of isochromanes, a monocarboxylic acid amide, an organochlorine compound, a phenylalanine derivative and a diastereoisomeric mixture. It derives from an ochratoxin A. CC1CC2=C(C=C(C(=C2C(=O)O1)O)C(=O)N[C@@H](CC3=CC=C(C=C3)CCCCCC(=O)O)C(=O)O)Cl